CC(C)[Si](OCC1OC2CC2N(C1)C(=O)OCC1=CC=CC=C1)(C(C)C)C(C)C benzyl 3-({[tris(propan-2-yl)silyl]oxy}methyl)-2-oxa-5-azabicyclo[4.1.0]heptane-5-carboxylate